6-[4-[3-[4-(3-Hydroxyphenyl)pyrazol-1-yl]-5-(trifluoromethyl)benzoyl]piperazin-1-yl]-N-(4-methoxyphenyl)pyridazine-3-carboxamide OC=1C=C(C=CC1)C=1C=NN(C1)C=1C=C(C(=O)N2CCN(CC2)C2=CC=C(N=N2)C(=O)NC2=CC=C(C=C2)OC)C=C(C1)C(F)(F)F